C(C)(C)(C)OC(=O)N1C(N([C@@H](C1)C(N(C)C1=C(C(=C(C=C1)F)Cl)F)=O)C1=CC=2C(=NC(=CC2C(F)(F)F)C(=[Se])OCC)C=C1)=O ethyl (S)-6-(3-(tert-butoxycarbonyl)-5-((3-chloro-2,4-difluorophenyl)(methyl)carbamoyl)-2-oxoimidazolidin-1-yl)-4-(trifluoromethyl)selenobenzo[2,3-b]pyridine-2-carboxylate